8-nitro-5,10-dihydro-11H-dibenzo[b,e][1,4]diazepin-11-one [N+](=O)([O-])C=1C=CC2=C(NC(C3=C(N2)C=CC=C3)=O)C1